B([O-])([O-])[O-].[K+].[K+].[K+] tripotassium orthoborate